CO/C(=C\C)/O[Si](C)(C)C E-1-methoxy-1-trimethylsilyloxy-1-propene